IC1=CC2=C(CCO2)C=C1S(=O)(=O)Cl 6-iodo-2,3-dihydrobenzofuran-5-sulfonyl chloride